C(C)N(CCOC1=CC=C(C(=O)OC)C=C1)CC methyl 4-(2-(diethylamino)ethoxy)benzoate